3,5-bis(trifluoromethyl)phenylacetylene FC(C=1C=C(C=C(C1)C(F)(F)F)C#C)(F)F